3-[2-(2-methylpyrazol-3-yl)-1-(p-tolylsulfonyl)pyrrolo[2,3-b]pyridin-5-yl]cyclopent-2-en-1-one CN1N=CC=C1C1=CC=2C(=NC=C(C2)C2=CC(CC2)=O)N1S(=O)(=O)C1=CC=C(C=C1)C